N[C@@H](COC1=NC(=NC(=C1)C1=C(C=CC=C1C)C)NS(=O)(=N)C=1C=C(C(=O)O)C=CC1)CC(C)(C)C 3-[[[4-[(2R)-2-amino-4,4-dimethyl-pentoxy]-6-(2,6-dimethylphenyl)pyrimidin-2-yl]amino]sulfonimidoyl]benzoic acid